3-{[2-(dimethylamino)ethyl]amino}-2-(5-methoxy-1-benzofuran-2-yl)imidazo[1,2-a]pyridine-7-carbonitrile CN(CCNC1=C(N=C2N1C=CC(=C2)C#N)C=2OC1=C(C2)C=C(C=C1)OC)C